C1(=CC(=CC=C1)C(C)C1=NC(=NO1)NC1=C(C=CC=C1)C)C1=CC=CC=C1 (5-(1-([1,1'-biphenyl]-3-yl)ethyl)-1,2,4-oxadiazol-3-yl)-2-methylaniline